1,3-diglycidyl-5-methyl-5-ethylhydantoin C(C1CO1)N1C(=O)N(C(=O)C1(CC)C)CC1CO1